9,9-bis((4-((2-ethylhexyl)oxy)phenyl))fluorene-2,7-diboronic acid C(C)C(COC1=CC=C(C=C1)C1(C2=CC(=CC=C2C=2C=CC(=CC12)B(O)O)B(O)O)C1=CC=C(C=C1)OCC(CCCC)CC)CCCC